(R)-4-(4-chloro-6-(2-methylpyrrolidin-1-yl)pyridine-amido)-2-methylbenzoic acid ClC1=CC(=NC(=C1)N1[C@@H](CCC1)C)C(=O)NC1=CC(=C(C(=O)O)C=C1)C